ClC1=NC=C(C(=N1)NC1=C(C=C(C=C1)F)NC(OC(C)(C)C)=O)Cl tert-butyl (2-((2,5-dichloropyrimidin-4-yl)amino)-5-fluorophenyl)carbamate